CC1=C(C(=CC=C1)C)N(C(=O)C1CCCCC1)CC N-(2,6-dimethylphenyl)-N-ethylcyclohexane-carboxamide